CC=1SC(=CC1C(=O)O)C1=CC(=CC=C1)C(F)(F)F 2-methyl-5-(3-(trifluoromethyl)phenyl)thiophene-3-carboxylic acid